(E)-4-{[4-(3-chloro-10,11-dihydro-5H-dibenzo[b,f]azepin-5-yl)butyl]amino}-N-methyl-but-2-enamide ClC=1C=CC2=C(N(C3=C(CC2)C=CC=C3)CCCCNC/C=C/C(=O)NC)C1